ClC=1N(N=C2C(N(CCC21)C(C(F)F)CC)=O)CC2=C(C=CC=C2F)F 3-chloro-2-(2,6-difluorobenzyl)-6-(1,1-difluorobut-2-yl)-2,4,5,6-tetrahydro-7H-Pyrazolo[3,4-c]pyridin-7-one